6-((5-bromo-2-((2-Methoxy-5-(1-methyl-1H-pyrazol-4-yl)-4-(piperazin-1-yl)phenyl)amino)pyrimidin-4-yl)amino)quinoline BrC=1C(=NC(=NC1)NC1=C(C=C(C(=C1)C=1C=NN(C1)C)N1CCNCC1)OC)NC=1C=C2C=CC=NC2=CC1